C(#N)C=1C=CC(=NC1)CNC(=O)C1=NN(C=2C(N(CCC21)CC2(CC2)S(=O)(=O)C2CC2)=O)C N-((5-Cyanopyridin-2-yl)methyl)-6-((1-(cyclopropylsulfonyl)cyclopropyl)methyl)-1-methyl-7-oxo-4,5,6,7-tetrahydro-1H-pyrazolo[3,4-c]pyridine-3-carboxamide